FC=CO fluorovinyl alcohol